2-(phenylsulfonyl)acetic acid methyl ester COC(CS(=O)(=O)C1=CC=CC=C1)=O